1,3-undecadien-5-yne C=CC=CC#CCCCCC